ClC1=C(C=2N=C(N=C(C2C=N1)N1CC2(CNC(N2)=O)CCC1)OC[C@]12CCCN2C[C@@H](C1)F)F 7-(7-chloro-8-fluoro-2-(((2R,7aS)-2-fluorohexahydro-1H-pyrrolizin-7a-yl)methoxy)pyrido[4,3-d]pyrimidin-4-yl)-1,3,7-triazaspiro[4.5]decan-2-one